2-[(2,6-difluoro-4-pyridinyl)-(tetrahydropyran-4-carbonyl)amino]-N-(2,2-dimethylcyclobutyl)-5-methyl-thiazole-4-carboxamide FC1=NC(=CC(=C1)N(C=1SC(=C(N1)C(=O)NC1C(CC1)(C)C)C)C(=O)C1CCOCC1)F